tert-butyl ((8R,9aS)-1-oxo-5-phenethyl-2-((R)-piperidin-3-yl)octahydro-1H-pyrrolo[1,2-a][1,4]diazepin-8-yl)carbamate O=C1[C@H]2N(C(CCN1[C@H]1CNCCC1)CCC1=CC=CC=C1)C[C@@H](C2)NC(OC(C)(C)C)=O